ClC1=C(C=C2C=C(N=CC2=C1)NC(CN1N=C(C=C1)C(F)(F)F)=O)C1CCN(CC1)C1(COCC1O)C N-(7-chloro-6-(1-(4-hydroxy-3-methyltetrahydrofuran-3-yl)piperidin-4-yl)isoquinolin-3-yl)-2-(3-(trifluoromethyl)-1H-pyrazol-1-yl)acetamide